(S)-(+)-Linalool CC(=CCC[C@@](C)(C=C)O)C